C(#N)C1=CN(C2=CC=C(C=C12)NC(=O)C=1N=CNC(C1)=O)CC1=CC=C(C=C1)OC N-[3-cyano-1-(4-methoxybenzyl)-1H-indol-5-yl]-6-oxo-1,6-dihydropyrimidine-4-carboxamide